2-(N-(2-(benzyloxy)ethyl)sulfamoyl)-N-(4-((4-(3-(trifluoromethyl)phenyl)piperazin-1-yl)sulfonyl)phenyl)benzamide C(C1=CC=CC=C1)OCCNS(=O)(=O)C1=C(C(=O)NC2=CC=C(C=C2)S(=O)(=O)N2CCN(CC2)C2=CC(=CC=C2)C(F)(F)F)C=CC=C1